COC1=CC=C(C=C1)C=1C(=NC2=CC(=CC(=C2C1)C(C)=O)C)C=1C(=NOC1)C 1-(3-(4-methoxyphenyl)-7-methyl-2-(3-methylisoxazol-4-yl)quinolin-5-yl)ethan-1-one